4-((4-(tert-butyl)benzyl)oxy)-N-(6-(hydroxyamino)-6-oxohexyl)quinoline-2-carboxamide tert-Butyl-3-(2-hydroxyethyl)-1H-pyrrole-2-carboxylate C(C)(C)(C)OC(=O)C=1NC=CC1CCO.C(C)(C)(C)C1=CC=C(COC2=CC(=NC3=CC=CC=C23)C(=O)NCCCCCC(=O)NO)C=C1